3-((tert-butoxycarbonyl)(phenethyl) amino)propyl methanesulfonate CS(=O)(=O)OCCCN(CCC1=CC=CC=C1)C(=O)OC(C)(C)C